CC=1SC=CC1 2-Methyl-thiophene